CC=1C=CC(=NC1)C1=NC2=C(N1C)C=CC(=C2)SC(F)(F)F 5-methyl-2-[1-methyl-5-(trifluoromethylthio)benzimidazol-2-yl]pyridin